2-methyl-4-(p-tolyl)but-3-yn-2-ol CC(C)(C#CC1=CC=C(C=C1)C)O